(biphenylyl)triazinylbiphenyl C1(=C(C=CC=C1)C=1C(=C(C=CC1)C1=CC=CC=C1)C1=NN=NC=C1)C1=CC=CC=C1